C(CCCCCCCCCCC)OS(=O)(=O)C1=CC=CC=C1.[Ca] CALCIUM DODECYLBENZENESULFONATE